ClC1=C(C=CC(=C1)N1CC(CC1)OC)[C@H]1COCCCN1C1=NC(=NC(=C1)C)N 4-[(3S)-3-[2-chloro-4-(3-methoxypyrrolidin-1-yl)phenyl]-1,4-oxazepan-4-yl]-6-methyl-pyrimidin-2-amine